NC1CCC(CC1)CN1CC(C2(CN(C2)C2=CC3=C(N(C(N3C)=O)C3C(NC(CC3)=O)=O)C=C2)CC1)(F)F 3-[5-[7-[(4-aminocyclohexyl)methyl]-5,5-difluoro-2,7-diazaspiro[3.5]nonan-2-yl]-3-methyl-2-oxo-benzimidazol-1-yl]piperidine-2,6-dione